N1(N=NC2=C1C=CC=C2)CNC(C(O)[C@H]2N(CCC2)C(CN)=O)=O N-((1H-benzo[d][1,2,3]triazol-1-yl)methyl)-2-((S)-1-glycylpyrrolidin-2-yl)-2-hydroxyacetamide